CSC1=NC2=CC=CC=C2C=C1OB(O)O (2-(methylthio)quinolin-3-yl)boric acid